4-Ethylbenzoic acid [3-(1-ethyl-8-oxo-spiro[6,7-dihydro-4H-pyrazolo[3,4-c]azepin-5,4'-tetrahydropyran]-3-yl)-2,2-dimethyl-propyl] ester C(C)N1N=C(C2=C1C(NCC1(CCOCC1)C2)=O)CC(COC(C2=CC=C(C=C2)CC)=O)(C)C